Benzyl (3S,5R)-4-(2-((5-aminopyridin-2-yl)oxy)ethyl)-3,5-dimethylpiperazine-1-carboxylate NC=1C=CC(=NC1)OCCN1[C@H](CN(C[C@H]1C)C(=O)OCC1=CC=CC=C1)C